2-(2'-hydroxyethyl)-5-methyl-oxolane OCCC1OC(CC1)C